2-[1-(tert-butoxycarbonylamino)cyclopropanecarbonyl]-4-chloro-benzoic acid C(C)(C)(C)OC(=O)NC1(CC1)C(=O)C1=C(C(=O)O)C=CC(=C1)Cl